5-[2-[6-[1-(2-fluoro-4-nitro-phenyl)-4-piperidyl]-6-hydroxy-2-azaspiro[3.3]heptan-2-yl]pyrimidin-5-yl]-1-trityl-pyrrolo[2,3-b]pyridine FC1=C(C=CC(=C1)[N+](=O)[O-])N1CCC(CC1)C1(CC2(CN(C2)C2=NC=C(C=N2)C=2C=C3C(=NC2)N(C=C3)C(C3=CC=CC=C3)(C3=CC=CC=C3)C3=CC=CC=C3)C1)O